C(C)C1=CC2=C(C3=CC(=CC=C3C(=C2C=C1)C(=O)OC(C)C)CC)C(=O)OC(C)C 2,7-diethyl-9,10-bis(isopropyloxycarbonyl)anthracene